tert-butyl 2-ethynyl-6-azaspiro[3.4]octane-6-carboxylate C(#C)C1CC2(C1)CN(CC2)C(=O)OC(C)(C)C